1-ethyl-3-phenyl-2,8,9-trioxa-5-aza-1-silabicyclo[3.3.3]undecane C(C)[Si]12OC(CN(CCO1)CCO2)C2=CC=CC=C2